NCC=1N(C2=CC(=CC=C2C1)CN(CC1CCC1)C(=O)OC(C)(C)C)C(=O)OC(C)(C)C Tert-butyl 2-(aminomethyl)-6-(((tert-butoxycarbonyl) (cyclobutylmethyl) amino) methyl)-1H-indole-1-carboxylate